C1(CC1)CN1N=CC(=C1)C1=C(C(=O)O)C=C(C=C1F)NC(=O)C1(CC1)C1=C(C=C(C=C1)C(F)(F)F)F 2-[1-(Cyclopropyl-methyl)-1H-pyrazol-4-yl]-3-fluoro-5-[({1-[2-fluoro-4-(trifluoromethyl)phenyl]cyclopropyl}carbonyl)amino]benzoic acid